O1C=C(C=C1)C1=CC2=C(N=C(S2)N2C([C@H]3[C@H]4C=C[C@@H]([C@H]3C2=O)C4)=O)C=C1 (1R,2S,6R,7S)-4-[6-(3-furyl)-1,3-benzothiazol-2-yl]-4-azatricyclo[5.2.1.02,6]dec-8-ene-3,5-dione